FC1(CCC(CC1)C1=NC=CC(=C1NC(C1=CC(=C(C(=C1)F)OC)F)=O)C1=NC=CC=C1F)F N-(2'-(4,4-difluorocyclohexyl)-3-fluoro-[2,4'-bipyridin]-3'-yl)-3,5-difluoro-4-methoxybenzamide